tert-butyl (2S,4S)-2-(2-amino-2-oxoethyl)-4-(7-bromo-8-chloro-4-(3-(dimethylamino)azetidin-1-yl)-6-fluoro-1H-[1,2,3]triazolo[4,5-c]quinolin-1-yl)piperidine-1-carboxylate NC(C[C@H]1N(CC[C@@H](C1)N1N=NC=2C(=NC=3C(=C(C(=CC3C21)Cl)Br)F)N2CC(C2)N(C)C)C(=O)OC(C)(C)C)=O